FC(C1=C(C=CC=C1)C1CCN(CC1)C(=O)C1=NNC=2CNC(CC21)=O)(F)F 3-(4-(2-(trifluoromethyl)phenyl)piperidin-1-carbonyl)-1,4,6,7-tetrahydro-5H-pyrazolo[3,4-c]pyridin-5-one